BrC=1C=C(C(=NC1)C1=CC=NC=C1)CCCCCCCCCCCCCCCCCCCCOC(C(=C)C)=O.C(C)(C)(C)[C@H]1N=C(OC1)C1=NC(=CC=C1)C=1OC[C@H](N1)C(C)(C)C 2,6-bis[(4R)-4-tert-butyl-2-oxazolinyl]pyridine 5-bromo-2,4'-bipyridinearachidyl-methacrylate